4-chloro-5H-pyrimido[5,4-b]indole-8-carbaldehyde ClC1=NC=NC2=C1NC=1C=CC(=CC21)C=O